bis(2,4-pentanedione) cobalt [Co].CC(CC(C)=O)=O.CC(CC(C)=O)=O